6-hydroxy-3,4-dihydro-2H-1-benzopyran-2-one OC=1C=CC2=C(CCC(O2)=O)C1